acryloxy propionate C(CC)(=O)OOC(C=C)=O